(1S,4s)-N1-(2-chloro-5-((1-methyl-1H-pyrazol-4-yl)ethynyl)pyridin-4-yl)-N4-(2-fluoroethyl)cyclohexane-1,4-diamine ClC1=NC=C(C(=C1)NC1CCC(CC1)NCCF)C#CC=1C=NN(C1)C